2-(2-fluoro-6-methoxyphenyl)oxirane FC1=C(C(=CC=C1)OC)C1OC1